8-(6-(3-fluoro-3-methylazetidin-1-yl)pyridin-3-yl)-3-methyl-6-oxo-3,4-dihydro-2H,6H-pyrimido[2,1-b][1,3]thiazine-7-carbonitrile FC1(CN(C1)C1=CC=C(C=N1)C=1N=C2SCC(CN2C(C1C#N)=O)C)C